FC=1C(=C(C=C(C1)C(C)C)[C@@H](C(=O)O)N1C[C@@H](CC1)OCCCCCC1=NC=2NCCCC2C(=C1)CCOC)OC (S)-2-(3-fluoro-5-isopropyl-2-methoxyphenyl)-2-((R)-3-((5-(4-(2-methoxyethyl)-5,6,7,8-tetrahydro-1,8-naphthyridin-2-yl)pentyl)oxy)pyrrolidin-1-yl)acetic acid